C1(=CC=C(C=C1)NC1=C(C2=C(SC3=C2C=CC=C3)C=C1)C1=CC=C(C=C1)C1=CC=C(C=C1)Br)C1=CC=CC=C1 N-[1,1'-biphenyl]-4-yl-(4'-bromo[1,1'-biphenyl]-4-yl)-2-dibenzothiophenamine